CC1(OCC(O1)C1=NC=C(C(=C1)N)C)C (2,2-dimethyl-1,3-dioxolan-4-yl)-5-methylpyridin-4-amine